OC1=NC=C(C=C1Cl)B(O)O (2-hydroxy-3-chloropyridin-5-yl)boronic acid